C(C1=CC=CC=C1)N1C2CN(C(C1)C2)C2=NC1=CC=CC=C1C(=N2)NC2=NNC(=C2)C2CC2 2-(5-benzyl-2,5-diazabicyclo[2.2.1]heptan-2-yl)-N-(5-cyclopropyl-1H-pyrazol-3-yl)quinazolin-4-amine